C(C1=CC=CC=C1)OC=1C=CC=C2C(=CNC12)C(=O)N[C@H]1C[C@H](CCC1)NC1=CC(=NC2=CC=CC=C12)C(F)(F)F 7-(benzyloxy)-N-[(1R,3S)-3-{[2-(trifluoromethyl)quinolin-4-yl]amino}cyclohexyl]-1H-indole-3-carboxamide